C(C=CCCC=CCC)O non-2,6-diene-1-ol